N-hydroxy-4-(2-(trifluoromethoxy)benzyl)-3,4-dihydro-2H-benzo[b][1,4]oxazine-6-carboxamide ONC(=O)C1=CC2=C(OCCN2CC2=C(C=CC=C2)OC(F)(F)F)C=C1